tetrabutylammonium tert-butyl-(2R)-2-{[({[(2S,5R)-7-oxo-6-(sulfooxy)-1,6-diazabicyclo[3.2.1]oct-2-yl]carbonyl}amino)oxy]methyl}pyrrolidine-1-carboxylate C(C)(C)(C)OC(=O)N1[C@H](CCC1)CONC(=O)[C@H]1N2C(N([C@H](CC1)C2)OS(=O)(=O)O)=O.C(CCC)[N+](CCCC)(CCCC)CCCC